CC=1C2=C(C3=C(C(=C(N3C)C(=C3C=CC(C(=C4C=CC(=C(C(C1)=N2)C2=C(C=CC=C2C2=CC=CC=C2)C2=CC=CC=C2)N4)C4=C(C=CC=C4C4=CC=CC=C4)C4=CC=CC=C4)=N3)C3=C(C=CC=C3C3=CC=CC=C3)C3=CC=CC=C3)C)C)C3=C(C=CC=C3C3=CC=CC=C3)C3=CC=CC=C3 tetramethyl-tetra(2,6-diphenylphenyl)porphyrin